N1-hydroxy-N8-(6-methoxy-1,2,3,4-tetrahydronaphthalen-1-yl)octanediamide ONC(CCCCCCC(=O)NC1CCCC2=CC(=CC=C12)OC)=O